C(C)(C)(C)OC(=O)N1C=C(C2=CC=CC=C12)C1=CC2=C(C=N1)C(OC(O2)(C)C)=O 3-(2,2-dimethyl-4-oxo-4H-[1,3]-dioxino[5,4-c]pyridin-7-yl)-1H-indole-1-carboxylic acid tert-butyl ester